OCC1=CC=C(OC2CN(C2)C=2C(=C(C(=O)OC)C=CC2)N2N=CC=C2)C=C1 Methyl 3-(3-(4-(hydroxymethyl)phenoxy)azetidin-1-yl)-2-(1H-pyrazol-1-yl)benzoate